FC1=CC=CC=2C(=C3C(N4N(C3(C)C)C(CC4(C)C)=O)C12)C1=CC=CC=C1 5-Fluoro-3,3,10,10-tetramethyl-9-phenyl-2,3,4a,10-tetrahydro-1H-indeno[1,2-c]pyrazolo[1,2-a]pyrazol-1-one